Benzyl 4-methyl-5-(2-(trifluoromethyl) phenyl)-1H-pyrrole-3-carboxylate CC=1C(=CNC1C1=C(C=CC=C1)C(F)(F)F)C(=O)OCC1=CC=CC=C1